C12N(CC(NC1)C2)C2=NC=C(C(=N2)N2CC(C2)C(=O)N(C)C(C)(C)C2=CN=C1N2C=CC=C1)Cl 1-(2-(2,5-diazabicyclo[2.2.1]heptan-2-yl)-5-chloropyrimidin-4-yl)-N-(2-(imidazo[1,2-a]pyridin-3-yl)propan-2-yl)-N-methylazetidine-3-carboxamide